O=C1C=2N(N3C4(C=CCN1C3)COCC4)C=C(C(C2)=O)C(=O)NCC2=C(C=C(C=C2F)F)F 7',9'-dioxo-N-(2,4,6-trifluorobenzyl)-4,5,7',9'-tetrahydro-2H,5'H-spiro[furan-3,2'-[1,6]methanopyrido[1,2-b][1,2,5]triazonine]-10'-carboxamide